tert-butyl (S)-3-((3-cyano-7-((4-(pyrimidin-2-yl)benzyl)amino)pyrazolo[1,5-a]pyrimidin-5-yl)amino)piperidine-1-carboxylate C(#N)C=1C=NN2C1N=C(C=C2NCC2=CC=C(C=C2)C2=NC=CC=N2)N[C@@H]2CN(CCC2)C(=O)OC(C)(C)C